(3S,4R)-3-fluoro-3-methyl-1-(4-((8-((R)-2-methylazetidin-1-yl)-5-((3-methyloxetan-3-yl)methyl)-2,7-naphthyridin-3-yl)amino)pyrimidin-2-yl)piperidin-4-ol F[C@]1(CN(CC[C@H]1O)C1=NC=CC(=N1)NC=1N=CC2=C(N=CC(=C2C1)CC1(COC1)C)N1[C@@H](CC1)C)C